(2S)-7-tert-butyl-6-chloro-2-(trifluoromethyl)-2H-benzopyran-3-carboxylic acid C(C)(C)(C)C1=CC2=C(C=C([C@H](O2)C(F)(F)F)C(=O)O)C=C1Cl